1-(naphthalen-2-yl)-1H-pyrazole-4-carbaldehyde C1=C(C=CC2=CC=CC=C12)N1N=CC(=C1)C=O